ethyl 2-((2-oxo-2-((2,3,4-trimethoxyphenyl) amino) ethyl) thio)-1H-imidazole-4-carboxylate O=C(CSC=1NC=C(N1)C(=O)OCC)NC1=C(C(=C(C=C1)OC)OC)OC